ClC=1C=C(C(=NC1)OC1=CC=C2C(=N1)N=C(N2CC(F)F)C(=O)NC2(CCS(CC2)(=O)=O)C)OCC(F)F 5-((5-chloro-3-(2,2-difluoroethoxy)pyridin-2-yl)oxy)-1-(2,2-difluoroethyl)-N-(4-methyl-1,1-dioxidotetrahydro-2H-thiopyran-4-yl)-1H-imidazo[4,5-b]pyridine-2-carboxamide